1-{2-fluoro-4-[4-({[4-(trifluoromethyl)pyridin-2-yl]methyl}carbamoyl)-1H-1,2,3-triazol-1-yl]butyl}-N-{[4-(trifluoromethyl)pyridin-2-yl]methyl}-1H-1,2,3-triazole-4-carboxamide FC(CN1N=NC(=C1)C(=O)NCC1=NC=CC(=C1)C(F)(F)F)CCN1N=NC(=C1)C(NCC1=NC=CC(=C1)C(F)(F)F)=O